F[B-](F)(F)F.O1CCC2=C1C=CC(=C2)[N+]#N 2,3-dihydrobenzofuran-5-yl-diazonium tetrafluoroborate